1-bromo-3,5-dioctylbenzene BrC1=CC(=CC(=C1)CCCCCCCC)CCCCCCCC